ClC1=C2C=C(NC2=CC=C1Cl)C(=O)N1CC2(C1)CNC2 (4,5-dichloro-1H-indol-2-yl)(2,6-diazaspiro[3.3]heptan-2-yl)methanone